ClC1=CC=C(C=C1)C1(N2C(C3=CC=CC=C13)=NCC2)OC\C=C(\CCC=C(C)C)/C (E)-5-(4-chlorophenyl)-5-((3,7-dimethylocta-2,6-dien-1-yl)oxy)-2,5-dihydro-3H-imidazo[2,1-a]isoindole